tert-butyl 3-[4-[4-[3-cyano-4-[2-hydroxy-1-(2-pyridyl)ethoxy]-pyrazolo[1,5-a]pyridin-6-yl]-5-methyl-triazol-1-yl]piperidine-1-carbonyl]-3-fluoro-azetidine-1-carboxylate C(#N)C=1C=NN2C1C(=CC(=C2)C=2N=NN(C2C)C2CCN(CC2)C(=O)C2(CN(C2)C(=O)OC(C)(C)C)F)OC(CO)C2=NC=CC=C2